C(C)OC(\C=C\CCC)=O (E)-hex-2-enoic acid ethyl ester